C[Si]1(CCC(CC1)NC(=O)C1=CC=2C(=CN=CC2F)N1)C N-(1,1-dimethylsilinan-4-yl)-4-fluoro-1H-pyrrolo[2,3-c]pyridine-2-carboxamide